4-Chloro-2-((3,4-difluoro-2-methylphenyl)amino)-5-fluoro-N-(6-methoxy-2-methylpyridin-3-yl)benzamide ClC1=CC(=C(C(=O)NC=2C(=NC(=CC2)OC)C)C=C1F)NC1=C(C(=C(C=C1)F)F)C